C(=C)C1=CC=C(CN(C2=CC=CC=C2)C2=CC=CC=C2)C=C1 p-vinylbenzyldiphenylamine